CO[SiH](C=C(C)C)OC Dimethoxydimethylvinylsilane